NC=1C=C2CCC(N(C2=CC1)CC1=C(C=CC=C1)F)=O 6-amino-1-[(2-fluorophenyl)methyl]-3,4-dihydroquinolin-2-one